CC1=C(C(=NO1)C=1C=NC(=CC1)C)COC=1C=C2CCN(CC2=CN1)C1CCOCC1 6-{[5-methyl-3-(6-methylpyridin-3-yl)-1,2-oxazol-4-yl]methoxy}-2-(oxan-4-yl)-1,2,3,4-tetrahydro-2,7-naphthyridine